2-Mercapto-6-methoxyquinoline-3-formaldehyde-N-oxide SC1=[N+](C2=CC=C(C=C2C=C1C=O)OC)[O-]